CS(=O)(=O)CC1CN(C1)C=1C=CC(=C2C=C(N=CC12)NC1=NC(=NC=C1)N1C[C@@]([C@H](CC1)O)(C)OC)C(C)C (3R,4S)-1-[4-({8-[3-(methanesulfonyl-methyl)azetidin-1-yl]-5-(propan-2-yl)isoquinolin-3-yl}amino)pyrimidin-2-yl]-3-methoxy-3-methylpiperidin-4-ol